C[Si](CCOCN1C(=CC=2C1=NC=CC2)C2=NNC1=NC=NC(=C12)N)(C)C 3-(1-((2-(Trimethylsilyl)ethoxy)methyl)-1H-pyrrolo[2,3-b]pyridin-2-yl)-1H-pyrazolo[3,4-d]pyrimidin-4-amine